4-(7H-pyrrolo[2,3-d]pyrimidine-4-yl)piperazine-1-carboxylic acid tert-butyl ester C(C)(C)(C)OC(=O)N1CCN(CC1)C=1C2=C(N=CN1)NC=C2